CCCCCCCCCCCCCCCCCCCCCCCCCCCCCCCCCCCCCCCCCCCCCCCCCCCCCCCCCCCCCCCCCCCCCCCCCCCCCCCCCC n-Dooctacontane